(Z)-N-(2-(Diethylamino)ethyl)-2,4-dimethyl-5-((2-oxo-5-(ureidomethyl)indolin-3-ylidene)methyl)-1H-pyrrole-3-carboxamide C(C)N(CCNC(=O)C1=C(NC(=C1C)\C=C\1/C(NC2=CC=C(C=C12)CNC(=O)N)=O)C)CC